racemic-N-(1-trans-(2-fluorocyclopropyl)-2-oxo-1,2-dihydropyridin-3-yl)-7-isopropoxy-2-(1-methyl-2-oxabicyclo[2.1.1]hex-4-yl)imidazo[1,2-a]pyrimidine-6-carboxamide FC1C(C1)N1C(C(=CC=C1)NC(=O)C=1C(=NC=2N(C1)C=C(N2)C21COC(C2)(C1)C)OC(C)C)=O